C(C)(C)C1=CN=C2N1C1=CC=CC=C1C(=C2)O 1-isopropylimidazo[1,2-a]quinolin-5-ol